NC1(CCOCC1)C1=CC=C(C=C1)\C=N\S(=O)C(C)(C)C N-{(E)-[4-(4-aminotetrahydro-2H-pyran-4-yl)phenyl]methylidene}-2-methylpropane-2-sulfinamide